(S)-N-(4-((2-(1,1-difluoroethyl)-6-methylpyrimidin-4-yl)amino)-5-((1-methyl-5-oxopyrrolidin-3-yl)methoxy)pyridin-2-yl)acetamide FC(C)(F)C1=NC(=CC(=N1)NC1=CC(=NC=C1OC[C@@H]1CN(C(C1)=O)C)NC(C)=O)C